CC1(N(CC(CC1)=O)C(=O)OC(C)(C)C)C tert-butyl 2,2-dimethyl-5-oxopiperidine-1-carboxylate